C(CCC)N(C1=C(C=NC2=CC=C(C=C12)C(=O)OCC)S(=O)(=O)C1=CC=C(C=C1)OC)CCCC ethyl 4-(dibutylamino)-3-((4-methoxyphenyl)sulfonyl)quinoline-6-carboxylate